NC=1C=C2C(=NC1)N(C(C2)=O)C 5-amino-1-methyl-1,3-dihydro-2H-pyrrolo[2,3-b]pyridin-2-one